(R*)-(3-amino-6,7-dihydropyrano[4,3-c]pyrazol-2(4H)-yl)(6-fluoro-8-methyl-1,2,3,4-tetrahydro-quinolin-4-yl)methanone NC1=C2C(=NN1C(=O)[C@@H]1CCNC3=C(C=C(C=C13)F)C)CCOC2 |o1:8|